BrC1=CC(=NC=C1)C(=O)O 4-bromopyridine-2-carboxylic acid